6-(4-chlorophenyl)-N-[(2S)-1-hydroxyprop-2-yl]-3-oxo-2-(pyrimidin-5-yl)-2,3-dihydropyridazine-4-carboxamide ClC1=CC=C(C=C1)C=1C=C(C(N(N1)C=1C=NC=NC1)=O)C(=O)N[C@H](CO)C